C(C)(C)(C)OC(CC[C@@H](C(=O)N)N1C(C2=CC=CC(=C2C1)OCC1=CC=C(C=C1)C=O)=O)=O (S)-5-amino-4-(4-((4-formylbenzyl)oxy)-1-oxoisoindolin-2-yl)-5-oxopentanoic acid tert-butyl ester